N-cyclopropylpyrrolo[2,1-f][1,2,4]triazine-7-carboxamide C1(CC1)NC(=O)C1=CC=C2C=NC=NN21